NCC1=CC(=C(C#N)C(=C1)F)F 4-(aminomethyl)-2,6-difluorobenzonitrile